O.S(C)(=O)(=O)O.CNC(CC1=CC=C(C=C1)C1=NC=CC=C1)=O N-methyl-2-[4-(2-pyridinyl)phenyl]acetamide mesylate monohydrate